C1=C2C=3C=CC=CC3C=C3C2(OC3)CC(=C1)O phenanthro[8a,9-b]oxetan-3-ol